C1(CC1)N1CCN(CC1)C(=O)C1=CC(=NC2=CC=C(C=C12)C)C=1OC(=CC1)C (4-cyclopropylpiperazin-1-yl)(6-methyl-2-(5-methylfuran-2-yl)quinolin-4-yl)methanone